4-methyl-1,3,2-dioxathiolane-2,2-dioxide CC1OS(OC1)(=O)=O